COC(=O)C1=CC2=C(NC(N2)=O)C(=C1)Cl 7-chloro-2-oxo-2,3-dihydro-1H-benzimidazole-5-carboxylic acid methyl ester